ClC1=NC(=CC(=N1)N1CCN(CC1)C(C)C1=C(C=C(C=C1)Cl)Cl)C 2-chloro-4-[4-[1-(2,4-dichlorophenyl)ethyl]piperazin-1-yl]-6-methyl-pyrimidine